NC=1C=C2C(=NC1)N(C=C2C)C(=O)OC(C)(C)C tert-butyl 5-amino-3-methyl-1H-pyrrolo[2,3-b]pyridine-1-carboxylate